N-((tert-butoxycarbonyl)-L-tryptophanyl)-S-(trifluoromethyl)-L-cysteine methyl ester COC([C@@H](NC([C@@H](NC(=O)OC(C)(C)C)CC1=CNC2=CC=CC=C12)=O)CSC(F)(F)F)=O